COC=1C=C2C(=CC=NC2=CC1OC)OC1=C(C=C(C=C1)NC(C(=O)NCCC1=CC=C(C=C1)Cl)=O)F N-(4-{[6,7-bis(methyloxy)quinolin-4-yl]oxy}-3-fluorophenyl)-N'-[2-(4-chlorophenyl)ethyl]ethanediamide